ClC=1C=CC(=C2CN(CC12)C(C1=C(C(=C(C=C1O)OC)Cl)C)=O)N(C(C=C)=O)C N-(7-Chloro-2-(3-chloro-6-hydroxy-4-methoxy-2-methylbenzoyl)isoindolin-4-yl)-N-methyl-acrylamide